[Br-].ClC=1C=C2C(C(N(C2=CC1)C)=O)[N+]1=CC(=CC=C1)C(=O)OC 1-(5-chloro-2,3-dihydro-1-methyl-2-oxo-1H-indol-3-yl)-3-(methoxycarbonyl)-pyridinium bromide